(S)-1-(3-(4-amino-3-((2,6-difluoro-3,5-dimethoxyphenyl)ethynyl)-1H-pyrazolo[4,3-c]pyridin-1-yl)pyrrolidin-1-yl)prop-2-en-1-one NC1=NC=CC2=C1C(=NN2[C@@H]2CN(CC2)C(C=C)=O)C#CC2=C(C(=CC(=C2F)OC)OC)F